mercaptomannose SC(=O)[C@@H](O)[C@@H](O)[C@H](O)[C@H](O)CO